SCCN β-Mercaptoethylamin